[N+](=O)([O-])C1=CC=C2C(OC[C@@H]3N2CCOC3)=C1C#N (R)-8-nitro-1,2,4a,5-tetrahydro-4H-benzo[b][1,4]oxazino[4,3-d][1,4]oxazine-7-carbonitrile